N-(4-(piperidin-1-yl)phenyl)-4-trifluoromethylquinazolin-2-amine N1(CCCCC1)C1=CC=C(C=C1)NC1=NC2=CC=CC=C2C(=N1)C(F)(F)F